N-(6-((2S)-4-(4-((tert-butyldiphenylsilyl)oxy)-3-cyanotetrahydrofuran-3-yl)-2-methylpiperazin-1-yl)-7-chloroisoquinolin-3-yl)-6-oxaspiro[2.5]octane-1-carboxamide [Si](C1=CC=CC=C1)(C1=CC=CC=C1)(C(C)(C)C)OC1C(COC1)(C#N)N1C[C@@H](N(CC1)C=1C=C2C=C(N=CC2=CC1Cl)NC(=O)C1CC12CCOCC2)C